methyllithium C[Li]